N-(3-(cyclopentylsulfonyl)-4-methylphenyl)-6-((1-(hydroxymethyl)cyclopropyl)amino)-2-(6-azaspiro[2.5]octan-6-yl)nicotinamide C1(CCCC1)S(=O)(=O)C=1C=C(C=CC1C)NC(C1=C(N=C(C=C1)NC1(CC1)CO)N1CCC2(CC2)CC1)=O